(2S)-1-(2-chloro-4-nitroimidazol-1-yl)-3-[2-(4-fluorophenyl)-4,6-dihydropyrrolo[3,4-d]thiazol-5-yl]-2-methyl-propan-2-ol ClC=1N(C=C(N1)[N+](=O)[O-])C[C@](CN1CC=2N=C(SC2C1)C1=CC=C(C=C1)F)(O)C